C1(CCC1)[Bi](C1CCC1)S[Bi](C1CCC1)C1CCC1 dicyclobutylbismuthanylsulfanyl(dicyclobutyl)bismuthane